C(C1=CC=CC=C1)N(C1=NC=2N(C(=C1)C=1C=NNC1)N=C(C2)C(=O)OCC)C ethyl 5-(benzyl(methyl)amino)-7-(1H-pyrazol-4-yl)pyrazolo[1,5-a]pyrimidine-2-carboxylate